1-(4-bromophenyl)-3-(4-((6,7-dimethoxyquinolin-4-yl)amino)phenyl)urea BrC1=CC=C(C=C1)NC(=O)NC1=CC=C(C=C1)NC1=CC=NC2=CC(=C(C=C12)OC)OC